3,3'-(((2R,3R,4R,5R)-2-(2,4-dioxo-3,4-dihydropyrimidin-1(2H)-yl)-5-(hydroxymethyl)tetrahydrofuran-3,4-diyl)bis(oxy))dipropionic acid O=C1N(C=CC(N1)=O)[C@@H]1O[C@@H]([C@H]([C@H]1OCCC(=O)O)OCCC(=O)O)CO